7-(benzylthio)-1-methyl-2,3-dihydro-1H-pyrido[2,3-B][1,4]oxazine C(C1=CC=CC=C1)SC1=CC2=C(OCCN2C)N=C1